(±)-trans-2-(4-tert-butylphenoxy)cyclohexanol C(C)(C)(C)C1=CC=C(O[C@H]2[C@@H](CCCC2)O)C=C1 |r|